CC1=C(C=2C=CC(=NC2C=C1)N1CCOCC1)C#N 6-methyl-2-morpholinoquinoline-5-carbonitrile